C(#CC=C)C1=CC=C(C=C1)C 1-(But-3-en-1-ynyl)-4-methylbenzene